C(C)OC=1C(=CC=2N(C1)N=C(C2)CCC(C)(C)O)NC(=O)C=2C(N(C=CC2)C)=O N-[6-ethoxy-2-(3-hydroxy-3-methylbutyl)pyrazolo[1,5-a]pyridin-5-yl]-1-methyl-2-oxo-pyridine-3-carboxamide